FC(OC1=NC(=CC=C1NC(=O)C1(CN(C1)S(=O)(=O)NCC(=O)O)C1=C(C=CC=C1)C(C)C)C)F ((3-((2-(difluoromethoxy)-6-methylpyridin-3-yl)carbamoyl)-3-(2-isopropylphenyl)azetidin-1-yl)sulfonyl)glycine